2-(4-bromo-2-methylphenoxy)ethan-1-one BrC1=CC(=C(OCC=O)C=C1)C